C[C@H]1N(CCOC1)C1=NC(=CC(=C1)C1(CCCCC1)C#N)NC1=CC=NN1 {2-[(3R)-3-methylmorpholin-4-yl]-6-[(1H-pyrazol-5-yl)amino]pyridin-4-yl}cyclohexane-1-carbonitrile